C(C)(C)(C)OC(=O)N1CC(C1)C1=NC=C(C=C1)C(C)(C)C.FC1CN(C1)C(=O)C=1N=C2N(N1)[C@H](C[C@H]2F)C2=CC=CC=C2 |r| (3-fluoroazetidin-1-yl)-[rac-(5r,7r)-7-fluoro-5-phenyl-6,7-dihydro-5H-pyrrolo[1,2-b][1,2,4]triazol-2-yl]methanone tert-Butyl-3-(5-tert-butyl-2-pyridyl)azetidine-1-carboxylate